propyl ((fluoro(7-(((3S,6S,10aS)-5-oxo-3-(3-(pyridin-3-yl)pyrrolidine-1-carbonyl)decahydro pyrrolo[1,2-a]azocin-6-yl)carbamoyl) naphthalen-2-yl)methyl)(phenoxy) phosphoryl)-L-alaninate FC(P(=O)(OC1=CC=CC=C1)N[C@@H](C)C(=O)OCCC)C1=CC2=CC(=CC=C2C=C1)C(N[C@H]1CCCC[C@@H]2N(C1=O)[C@@H](CC2)C(=O)N2CC(CC2)C=2C=NC=CC2)=O